C(C)(C)(C)NS(=O)(=O)C=1C=C(C=C(C1)F)NC(C1=C(N=C(C=C1)NC(CO)(C)C)N1CCC2(CC2)CC1)=O N-(3-(N-(tert-butyl)sulfamoyl)-5-fluorophenyl)-6-((1-hydroxy-2-methylpropan-2-yl)amino)-2-(6-azaspiro[2.5]octan-6-yl)nicotinamide